C(C)(C)(C)OC(N(C)CC1CNC1)=O.COC1=CC=CC(=N1)C=O (6-methoxypyridin-2-yl)methanone tert-butyl-(azetidin-3-ylmethyl)(methyl)carbamate